5-(4,4-difluoropiperidin-3-yl)-3-(hydroxymethyl)-1-(2,2,2-trifluoroethyl)pyridin-2(1H)-one FC1(C(CNCC1)C=1C=C(C(N(C1)CC(F)(F)F)=O)CO)F